SC[C@H]([C@@H](CS)O)O (2S,3S)-1,4-Bis-sulfanylbutane-2,3-diol